CC=1C(OC(C1C)CCCCC)=O 3,4-dimethyl-5-pentyl-2(5H)-furanone